(((3R,4R)-4-(4-Chloro-2-(5-fluoropyridin-2-yl)-1H-imidazol-5-yl)-3-methylpiperidin-1-yl)sulfonyl)glycine ClC=1N=C(NC1[C@H]1[C@H](CN(CC1)S(=O)(=O)NCC(=O)O)C)C1=NC=C(C=C1)F